OC1=C(C=CC(=C1)OCC(COCCCC)O)C1=NC(=NC(=N1)C1=C(C=C(C=C1)C)C)C1=C(C=C(C=C1)C)C 2-[2-hydroxy-4-(2-hydroxy-3-butoxypropyloxy)phenyl]-4,6-bis(2,4-dimethylphenyl)-1,3,5-triazine